methanesulfinic acid sodium salt [Na+].CS(=O)[O-]